COC(=O)C=1N=C(OC1C1=CNC2=CC=CC=C12)[C@H](CC1=CC=CC=C1)NC(=S)NC1=CC=C(C=C1)C (S)-5-(1H-indol-3-yl)-2-(2-phenyl-1-(3-(p-tolyl)thioureido)ethyl)oxazole-4-carboxylic acid methyl ester